C(\C(\C)=C\C(=O)[O-])(=O)OCCC n-propyl mesaconate